1-{4-[4-(4-{5-[(S)-1-Amino-1-(4-fluoro-phenyl)-ethyl]-pyrimidin-2-yl}-piperazin-1-yl)-pyrrolo[2,1-f][1,2,4]triazin-6-yl]-pyrazol-1-yl}-propan-2-ol N[C@@](C)(C1=CC=C(C=C1)F)C=1C=NC(=NC1)N1CCN(CC1)C1=NC=NN2C1=CC(=C2)C=2C=NN(C2)CC(C)O